FC1=C(C=C(C(=C1)F)[N+](=O)[O-])OC 1,5-difluoro-2-methoxy-4-nitrobenzene